(R)-N-(7-(1-(1-acryloylpiperidin-3-yl)-4-amino-1H-pyrazolo[3,4-d]pyrimidin-3-yl)benzo[d][1,3]dioxol-4-yl)thiophene-2-carboxamide C(C=C)(=O)N1C[C@@H](CCC1)N1N=C(C=2C1=NC=NC2N)C2=CC=C(C1=C2OCO1)NC(=O)C=1SC=CC1